2-(methylsulfonyl)propionic acid CS(=O)(=O)C(C(=O)O)C